(Z)-2-(11-(3-(dimethylamino)propylidene)-6,11-dihydrodibenzo[b,e]oxepin-2-yl)acetic acid hydrochloride Cl.CN(CC\C=C\1/C2=C(OCC3=C1C=CC=C3)C=CC(=C2)CC(=O)O)C